CC(=O)N[C@@H]1[C@H](C[C@@](O[C@H]1[C@@H]([C@@H](CO)O)O)(C(=O)[O-])O)O α-N-acetylneuraminate